(S)-4-(1-(2,4-dimethyl-5-(5-(tetrahydrofuran-2-yl)-1H-imidazol-2-yl)benzoyl)piperidin-4-yl)benzonitrile CC1=C(C(=O)N2CCC(CC2)C2=CC=C(C#N)C=C2)C=C(C(=C1)C)C=1NC(=CN1)[C@H]1OCCC1